di-tert-butyltin dibromide C(C)(C)(C)[Sn](C(C)(C)C)(Br)Br